FC(C1(OC(CN1)=O)C(F)(F)F)(F)F 2,2-bis(trifluoromethyl)-1,3-oxazolidin-5-one